ClC=1C=C(N(C)CC2=NOC(=C2)C=2OC(=NN2)C(F)F)C=CC1 3-chloro-N-({5-(5-(difluoromethyl)-1,3,4-oxadiazol-2-yl)isoxazol-3-yl}methyl)-N-methylaniline